1,3-dimethoxymethylpropane COCCCCCOC